ClC1=NC=CC(=C1C#N)NS(=O)(=O)CCC N-(2-chloro-3-cyanopyridin-4-yl)propane-1-sulfonamide